6-chloro-4-[4-[(R)-(5-chloro-2-pyridyl)-phenyl-methyl]-4-hydroxy-1-piperidyl]-1-methyl-2-oxo-quinoline-3-carboxylic acid ClC=1C=C2C(=C(C(N(C2=CC1)C)=O)C(=O)O)N1CCC(CC1)(O)[C@H](C1=CC=CC=C1)C1=NC=C(C=C1)Cl